C1C=C[C@H](C2=C1NC3=CC=CC=C3N2)C(=O)[O-] The molecule is a monocarboxylic acid anion that is the conjugate base of (1R)-1,4,5,10-tetrahydrophenazine-1-carboxylic acid, obtained by deprotonation of the carboxy group; major species at pH 7.3. It is an aromatic amino-acid anion and a monocarboxylic acid anion. It is a conjugate base of a (1R)-1,4,5,10-tetrahydrophenazine-1-carboxylic acid.